(((9,10-dioxo-9,10-dihydroanthracene-1,4-diyl)bis(azanediyl))bis(propane-3,1-diyl))bis(N,N-dimethyldecan-1-aminium) Bromide [Br-].O=C1C2=CC=CC=C2C(C=2C(=CC=C(C12)NCCCC(CCCCCCCCC)[NH+](C)C)NCCCC(CCCCCCCCC)[NH+](C)C)=O.[Br-]